F\C(=C/CN)\C(S(=O)(=O)C=1C=CC=C2C=CC=NC12)(F)F (Z)-3,4,4-trifluoro-4-(quinolin-8-ylsulfonyl)but-2-en-1-amine